Cl.COC(C(CC1=CC=C(C=C1)O)N)=O amino-3-(4-hydroxyphenyl)propionic acid methyl ester hydrochloride